N-(4-(4-(2-methoxyethyl)-piperazin-1-yl)pyridin-2-yl)-5-(5-methyl-1H-pyrazol-4-yl)thiazolo-[5,4-b]pyridin-2-amine COCCN1CCN(CC1)C1=CC(=NC=C1)NC=1SC2=NC(=CC=C2N1)C=1C=NNC1C